4-fluoro-7-methyl-N-(2-(methylamino)-2-oxo-1-(pyridin-2-yl)ethyl)-1H-indole FC1=C2C=CN(C2=C(C=C1)C)C(C(=O)NC)C1=NC=CC=C1